4-((1S,3S)-3-(hydroxymethyl)cyclopentylamino)-2-((1r,4S)-4-methoxycyclohexylamino)pyrimidine-5-carboxamide OC[C@@H]1C[C@H](CC1)NC1=NC(=NC=C1C(=O)N)NC1CCC(CC1)OC